NCCCCCCC(=O)N[C@H](C(=O)N1[C@@H](C[C@H](C1)O)C(=O)N[C@@H](C)C1=CC=C(C=C1)C1=C(N=CS1)C)C(C)(C)C (2S,4R)-1-((S)-2-(7-aminoheptanamido)-3,3-dimethylbutanoyl)-4-hydroxy-N-((S)-1-(4-(4-methylthiazol-5-yl)phenyl)ethyl)pyrrolidine-2-carboxamide